ClC=1C(=CC2=C([C@@H]([C@](O2)(C2=CC=CC=C2)CNC(OC(C)(C)C)=O)O)C1C1=C(C(=CC=C1C#N)OCCOC1OCCCC1)F)F tert-butyl (((2S,3S,4R)-5-chloro-4-(6-cyano-2-fluoro-3-(2-((tetrahydro-2H-pyran-2-yl)oxy)ethoxy)phenyl)-6-fluoro-3-hydroxy-2-phenyl-2,3-dihydrobenzofuran-2-yl)methyl)carbamate